C(#N)C1=CC2=C(N(C(=N2)NC(=O)C2=NC=C(N=C2)C)CCC2=CC=C(C=C2)OP(O)(O)=O)C=C1 4-(2-(5-cyano-2-(5-methylpyrazine-2-carboxamido)-1H-benzo[d]imidazol-1-yl)ethyl)phenylphosphoric acid